C(C1=CC=C(C=C1)NC(=O)N1CC1)C1=CC=C(C=C1)NC(=O)N1CC1 N,N'-(methylenedi-p-phenylene)bis(aziridine-1-carboxamide)